FC(C1=C(C(=O)C=2C=C(NC2)C(=O)O)C=CC=N1)(F)F 4-(2-(trifluoromethyl)nicotinoyl)-1H-pyrrole-2-carboxylic acid